ClC1=C(C(=O)O)C(=CC=C1)NC(C)=O 2-chloro-6-acetamidobenzoic acid